C(#N)C=1C=NN2C1C(NC1=C(C=CC=C21)F)=O 3-cyano-6-fluoropyrazolo[1,5-a]quinoxalin-4(5H)-one